2-amino-6'-(diethylamino)-4'-(4-(piperidin-1-yl)benzylidene)-1',2',3',4'-tetrahydrospiro[isoindoline-1,9'-xanthene] NN1CC2=CC=CC=C2C12C1=CC=C(C=C1OC=1C(CCCC21)=CC2=CC=C(C=C2)N2CCCCC2)N(CC)CC